N1CC(CCC1)C=1SC=CN1 (piperidin-3-yl)-1,3-thiazole